BrC1=C(C=2C(=C3C=NN(C3=CC2)C2OCCCC2)S1)OC1=CC=C(C=C1)N(C(=O)OC(C)(C)C)C1CN(C1)C(=O)OC(C)(C)C 2-bromo-3-(4-((1-tert-butoxycarbonylazetidin-3-yl)-N-tert-butoxycarbonylamino)phenoxy)-6-(tetrahydro-2H-pyran-2-yl)-6H-thieno[2,3-e]indazole